p-hydroxynaphthoic acid C1=CC=C2C(=C1)C(=CC=C2O)C(=O)O